C(C)(=O)S[C@H]1[C@@H](CN(CC1)C(=O)OC(C)(C)C)C(F)(F)F tert-Butyl trans-4-(acetylthio)-3-(trifluoromethyl)piperidine-1-carboxylate